N-[4-[2-(2-aminoethoxy)ethylcarbamoyl]-3-ethyl-phenyl]-5-[4-(2-amino-2-oxo-ethoxy)-2,3-difluoro-phenyl]-1-methyl-imidazole-2-carboxamide NCCOCCNC(=O)C1=C(C=C(C=C1)NC(=O)C=1N(C(=CN1)C1=C(C(=C(C=C1)OCC(=O)N)F)F)C)CC